(S)-2-((1-(methylsulfonyl)piperidin-4-yl)amino)-8-(spiro[2.4]heptan-4-yl)pyrido[2,3-d]pyrimidin-7(8H)-one CS(=O)(=O)N1CCC(CC1)NC=1N=CC2=C(N1)N(C(C=C2)=O)[C@@H]2C1(CC1)CCC2